C(CCCCCCCCCCCCCCCC)OC(CCCCCCC)=O octanoic acid heptadec-1-yl ester